SCC(=O)OC(CCC)OC(CS)=O Butanediol bis(2-mercaptoacetate)